1-(2-(6-fluoro-1H-indol-3-yl)acetyl)-N-methoxy-N-methyl-azetidine-3-carboxamide FC1=CC=C2C(=CNC2=C1)CC(=O)N1CC(C1)C(=O)N(C)OC